1-methyl-3-octylimidazolebissalicylic acid boron [B].CN1C(N(C(=C1)C=1C=CC=C(C1C(=O)O)O)CCCCCCCC)C=1C=CC=C(C1C(=O)O)O